pentaerythritol tetra(acrylate) C(C=C)(=O)OCC(COC(C=C)=O)(COC(C=C)=O)COC(C=C)=O